BrC=1C=C(C=CC1)CC(C(=O)OCCCC)(C)C butyl 3-(3-bromophenyl)-2,2-dimethylpropanoate